OC[C@H]([C@@H](C)O)NC1=C(C(N(N=C1)COCC[Si](C)(C)C)=O)C(F)(F)F 5-[[(2R,3R)-1,3-Dihydroxybutan-2-yl]amino]-4-(trifluoromethyl)-2-[[2-(trimethylsilyl)ethoxy]methyl]-2,3-dihydropyridazin-3-one